CC1=CC=C(C=C1)S(=O)(=O)NN=C1CCN(CC1)C(=O)OCC1=CC=CC=C1 benzyl 4-[(4-methylbenzenesulfonamido)imino]piperidine-1-carboxylate